tert-butyl (R)-4-(2-((1-((2-((4-(4-morpholino-7H-pyrrolo[2,3-d]pyrimidin-6-yl)phenyl)carbamoyl)pyridin-4-yl)methyl)piperidin-3-yl)carbamoyl)allyl)piperazine-1-carboxylate O1CCN(CC1)C=1C2=C(N=CN1)NC(=C2)C2=CC=C(C=C2)NC(=O)C2=NC=CC(=C2)CN2C[C@@H](CCC2)NC(=O)C(CN2CCN(CC2)C(=O)OC(C)(C)C)=C